5,11-dihydroindolo[3,2-b]carbazole C1=C2C(=CC=C1)NC=1C2=CC=2NC3=CC=CC=C3C2C1